C(#N)C1=CC=C(C=2N1N=CC2)N2C[C@@H](O[C@@H](C2)C)C(=O)NC(CO)(C)C (2r,6r)-4-(7-cyanopyrazolo[1,5-a]pyridin-4-yl)-N-(2-hydroxy-1,1-dimethyl-ethyl)-6-methyl-morpholine-2-carboxamide